C(=C)OC1CCC(CC1)=O 4-(vinyloxy)cyclohexanone